phenyl-1',5',10',10a'-tetrahydro-3'H-spiro[cyclobutane-1,2'-pyrrolo[1,2-b]cinnoline]-3'-one C1(=CC=CC=C1)C1C2(C(N3NC=4C=CC=CC4CC31)=O)CCC2